FC=1C=NC2=CC(=CC(=C2C1CCCO[C@H]1CN(CCCC1)C(=O)OC(C)(C)C)O[Si](C(C)C)(C(C)C)C(C)C)O[Si](C(C)C)(C(C)C)C(C)C tert-butyl (R)-3-(3-(3-fluoro-5,7-bis((triisopropylsilyl)oxy)quinolin-4-yl)propoxy)azepane-1-carboxylate